BrCC(=O)NCCOCCOCCCCCCCCCCCCCC 2-bromo-N-(2-(2-(tetradecyloxy)ethoxy)-ethyl)acetamide